C1(=CC=CC=C1)C(C=C)(O)C1=NC=CC=C1 1-phenyl-1-(2-pyridyl)-2-propenol